C[C@@](C(=O)O)(CC1=C2CCCC2=C(C=C1)C1=C(C=C(C=C1Cl)F)Cl)NC(C1=C(C=CC=C1F)F)=O.OCCNCC(=O)O N-(hydroxyethyl)glycine methyl-(S)-3-(7-(2,6-dichloro-4-fluorophenyl)-2,3-dihydro-1H-inden-4-yl)-2-(2,6-difluorobenzamido)propanoate